FC1=CC=C(C=C1)[C@@H](CNS(=O)(=O)C1=CC=C(C=C1)OC(F)(F)F)N1CCN(CC1)C(=O)OC(C)(C)C tert-butyl (S)-4-(1-(4-fluorophenyl)-2-((4-(trifluoromethoxy)phenyl)sulfonamido)ethyl)piperazine-1-carboxylate